N=C1NC=CC2=C1C=NN2C 4-imino-1-methyl-4,5-dihydro-1H-pyrazolo[4,3-c]pyridin